COCOC=CCCCC(OCCCC)OCCCC di-butoxyhexenyl methoxymethyl ether